C(C1=CC=CC=C1)OC1=C2C(=C(N(C2=CC=C1)C1=CC=C(C=C1)F)C=1CCNC1)C1=CC=C(C(=O)OC)C=C1 methyl 4-[4-benzyloxy-2-(2,3-dihydro-1H-pyrrol-4-yl)-1-(4-fluorophenyl)indol-3-yl]benzoate